O.[Na+].[Na+].[Na+].C1(=CC(=CC2=CC(=CC=C12)S(=O)(=O)[O-])S(=O)(=O)[O-])S(=O)(=O)[O-] naphthalene-1,3,6-trisulfonate trisodium hydrate